sodium-manganese-nickel-cobalt [Co].[Ni].[Mn].[Na]